N-[[6-(3-Cyanophenoxy)-2-pyridyl]sulfonyl]-2-(2,2,4-trimethylpyrrolidin-1-yl)pyridin-3-carboxamid C(#N)C=1C=C(OC2=CC=CC(=N2)S(=O)(=O)NC(=O)C=2C(=NC=CC2)N2C(CC(C2)C)(C)C)C=CC1